5-(2-methoxyethoxy)-3H-1,3-benzodiazole COCCOC1=CC2=C(N=CN2)C=C1